6-((3S,4R)-4-fluoro-1-((R)-3,3,3-trifluoro-2-hydroxy-2-methylpropanoyl)pyrrolidin-3-yl)-7,8-dihydro-1,6-naphthyridin-5(6H)-one F[C@H]1[C@H](CN(C1)C([C@@](C(F)(F)F)(C)O)=O)N1C(C=2C=CC=NC2CC1)=O